C12CN(CC(CCC1)N2)C2=NC(=NC1=C(C(=C(C=C21)Cl)C2=CC(=CC1=CC=CC=C21)O)F)OC[C@H]2N(CCC2)C 4-(4-(3,9-diazabicyclo[3.3.1]nonan-3-yl)-6-chloro-8-fluoro-2-(((S)-1-methylpyrrolidin-2-yl)methoxy)quinazolin-7-yl)naphthalen-2-ol